ClC=1C(=NC=C(C1)Cl)N1CCN(CC1)C(=O)C=1C(=CC(=C(C#N)C1)C1=CC=C(C=C1)C(F)(F)F)OCC 5-[4-(3,5-dichloro-2-pyridinyl)piperazine-1-carbonyl]-4-ethoxy-2-[4-(trifluoromethyl)-phenyl]-benzonitrile